N-(3-((3-(9H-purin-6-yl)pyridin-2-yl)amino)-4-methylphenyl)-4-(trifluoromethyl)-benzamide N1=CN=C2NC=NC2=C1C=1C(=NC=CC1)NC=1C=C(C=CC1C)NC(C1=CC=C(C=C1)C(F)(F)F)=O